(4-(5,8-dioxaspiro[3.4]oct-2-yl)phenyl)carbamic acid tert-butyl ester C(C)(C)(C)OC(NC1=CC=C(C=C1)C1CC2(C1)OCCO2)=O